acryl-amidosulfonic acid C(=O)(C=C)NS(=O)(=O)O